C1(=C(C(=CC(=C1)C)C)C(=O)ON)C O-mesitoyl-hydroxylamine